4-((2-(5-Chloro-2-fluorophenyl)-6,7-dihydro-5H-cyclopenta[b]pyridin-4-yl)amino)nicotinic acid ClC=1C=CC(=C(C1)C1=CC(=C2C(=N1)CCC2)NC2=CC=NC=C2C(=O)O)F